Cl.C(C)OC1=CC(=CC2=CN(N=C12)C)C=1C=CC(=C(C1)O)C=1N=NC(=CC1)C1CN(C1)CC 5-(7-ethoxy-2-methyl-2H-indazol-5-yl)-2-(6-(1-ethylazetidin-3-yl)pyridazin-3-yl)phenol hydrochloride